C(C)OC1=C(N=NC(=C1)C(C)O)C#N 4-ethoxy-6-(1-hydroxyethyl)pyridazine-3-carbonitrile